OCCS(=O)(=O)C=1C=C(C(=O)OC)C=CC1C([2H])([2H])[2H] methyl 3-((2-hydroxyethyl)sulfonyl)-4-(methyl-d3)benzoate